NC1=CC=C(C=C1)C1=CC=C(C=C1)C=1C(C(=C(C1C1=CC=C(C=C1)F)C1=CC=C(C=C1)F)C1=CC=C(C=C1)C1=CC=C(C=C1)N)=O 2,5-bis(4'-amino-[1,1'-biphenyl]-4-yl)-3,4-bis(4-fluorophenyl)cyclopenta-2,4-dienone